5-CHLORO-2-FORMYLPYRIDINE ClC=1C=CC(=NC1)C=O